COC1=CC=C(C=C1)CN1C(C(CCC1=O)N1C(N(C2=C1C=CC(=C2)OCCOCCOCC=O)C)=O)=O 2-(2-{2-[(1-{1-[(4-methoxyphenyl)methyl]-2,6-dioxopiperidin-3-yl}-3-methyl-2-oxo-1,3-benzodiazol-5-yl)oxy]ethoxy}ethoxy)acetaldehyde